1-((R)-3-((5-((1S,5R)-6,6-difluorobicyclo[3.1.0]hexan-1-yl)-7H-pyrrolo[2,3-d]pyrimidin-4-yl)amino)piperidin-1-yl)prop-2-en-1-one FC1([C@@H]2CCC[C@]12C1=CNC=2N=CN=C(C21)N[C@H]2CN(CCC2)C(C=C)=O)F